C12CNCC2C1NC(=O)[C@H]1CCN(C2(CC2)C1)C(=O)C1=NNC(=C1)C1=CC(=NC=C1F)OC (7S)-N-(3-azabicyclo[3.1.0]hexan-6-yl)-4-(5-(5-fluoro-2-methoxypyridin-4-yl)-1H-pyrazole-3-carbonyl)-4-azaspiro[2.5]octane-7-carboxamide